3-chloro-2-hydroxypropyl-triethylammonium Chloride [Cl-].ClCC(C[N+](CC)(CC)CC)O